8-fluoro-N-(piperidin-4-yl)quinolin-4-amine hydrochloride Cl.FC=1C=CC=C2C(=CC=NC12)NC1CCNCC1